N(=[N+]=[N-])[C@@H]1[C@@H](CCCC1)N1CCN(CC1)C(=O)OC(C)(C)C tert-Butyl 4-((1R,2S)-2-azidocyclohexyl)piperazine-1-carboxylate